(S or R)-5-(2-acetamidobenzothiazol-6-yl)-2-methoxy-N-(1-(2-(trifluoromethoxy)phenyl)ethyl)nicotinamide C(C)(=O)NC=1SC2=C(N1)C=CC(=C2)C=2C=NC(=C(C(=O)N[C@@H](C)C1=C(C=CC=C1)OC(F)(F)F)C2)OC |o1:21|